C(C)(C)(C)C1=CC(=NC(=C1)C)C1CC(CC1)C1=CC(=NN1)NC=1C=CC2=C(CNS2(=O)=O)C1F 5-((5-(3-(4-(tert-butyl)-6-methylpyridin-2-yl)cyclopentyl)-1H-pyrazol-3-yl)amino)-4-fluoro-2,3-dihydrobenzo[d]isothiazole 1,1-dioxide